C(CCCCCC)OC(CCCCC[Mg]Br)OCCCCCCC 6,6-diheptyloxyhexylmagnesium bromide